NC([C@H]([C@@H](C)OCC1=CC=CC=C1)NC1CN(C2(CN(C2=O)CC2=CC=C(C=C2)OC)C1)C(=O)OC(C)(C)C)=O tert-butyl 7-(((2S,3R)-1-amino-3-(benzyloxy)-1-oxobutan-2-yl) amino)-2-(4-methoxybenzyl)-1-oxo-2,5-diazaspiro[3.4]octane-5-carboxylate